tert-butyl 4-(4-cyanophenyl)-3-((4-nitrobenzoyl)oxy)piperidine-1-carboxylate C(#N)C1=CC=C(C=C1)C1C(CN(CC1)C(=O)OC(C)(C)C)OC(C1=CC=C(C=C1)[N+](=O)[O-])=O